tert-butyl 5-((cyclopropylmethyl) amino)-3,4-dihydroisoquinoline-2(1H)-carboxylate C1(CC1)CNC1=C2CCN(CC2=CC=C1)C(=O)OC(C)(C)C